[3-(2-benzyloxy-ethyl)-5-bromo-2,4-dioxo-3,4-dihydro-2H-pyrimidin-1-yl]-methyl acetate C(C)(=O)OCN1C(N(C(C(=C1)Br)=O)CCOCC1=CC=CC=C1)=O